ethylenediaminetetraacetic acid, dihydrate O.O.C(CN(CC(=O)O)CC(=O)O)N(CC(=O)O)CC(=O)O